C(C)[SiH](O[Si](C)(C)O[SiH](C)C)C1CCCCC1 ethyl-cyclohexyl-[(dimethylsiloxy)dimethyl-siloxy]silane